1-isopropylazetidin-3-ol C(C)(C)N1CC(C1)O